N1CC(CC1)CC 2-(pyrrolidin-3-yl)ethane